ClC=1C(=NC=C(C1)Cl)N1CCN(CC1)CC1CN(CCC1)C1=NC=2N(C(=N1)N)N=C(N2)C=2OC=CC2 5-(3-((4-(3,5-dichloropyridin-2-yl)piperazin-1-yl)methyl)piperidin-1-yl)-2-(furan-2-yl)-[1,2,4]triazolo[1,5-a][1,3,5]triazine-7-amine